6-methoxyindol COC1=CC=C2C=CNC2=C1